2-chloro-4-fluoro-5-((3-methyloxetan-3-yl)ethynyl)pyridine ClC1=NC=C(C(=C1)F)C#CC1(COC1)C